O1CCN(CCC1)C(=O)C1=CC=C(C=C1)N1C(C(=CC2=CC(=CC=C12)OC)C(=O)N)=O (4-(1,4-oxazepan-4-carbonyl)phenyl)-6-methoxy-2-oxo-1,2-dihydroquinoline-3-carboxamide